N12C=3C=CN=CC3C=C2C(NCC1)=O 1,5,11-triazatricyclo[7.4.0.02,7]trideca-2(7),3,5,8-tetraen-10-one